1-[5-[(E)-2-[(tert-butoxycarbonylamino)methyl]-3-fluoro-allyloxy]pyrimidin-2-yl]-4-methyl-piperidine-4-carboxylic acid ethyl ester C(C)OC(=O)C1(CCN(CC1)C1=NC=C(C=N1)OC\C(=C\F)\CNC(=O)OC(C)(C)C)C